5-hexenylmethylchlorosilane C(CCCC=C)[SiH](Cl)C